5-(4,4-difluoropiperidine-1-carbonyl)-4-(2-((6,6-dimethyl-2,4-dioxo-3-azabicyclo[3.1.0]hexan-3-yl)methyl)thieno[3,2-b]pyridin-7-yl)-6-methylpicolinonitrile FC1(CCN(CC1)C(=O)C=1C(=CC(=NC1C)C#N)C1=C2C(=NC=C1)C=C(S2)CN2C(C1C(C1C2=O)(C)C)=O)F